(tert-butyl 2-((4-(4-(3-bromo-4-fluorophenyl)-5-oxo-4,5-dihydro-1,2,4-oxadiazol-3-yl)-1,2,5-oxadiazol-3-yl) (methyl) amino) ethyl) carbamate C(N)(OCC(N(C)C1=NON=C1C1=NOC(N1C1=CC(=C(C=C1)F)Br)=O)C(C)(C)C)=O